5-((4-(4-(trifluoromethoxy)phenyl)pyridin-2-yl)methylene)thiazolidine-2,4-dione FC(OC1=CC=C(C=C1)C1=CC(=NC=C1)C=C1C(NC(S1)=O)=O)(F)F